F[C@H]1C[C@@H](N(C1)C)COC=1C=CC(=C(C(=O)NC2(CC2)C2=C3C=CC=NC3=CC(=C2)OC)C1)C 5-(((2R,4S)-4-Fluoro-1-methylpyrrolidin-2-yl)methoxy)-N-(1-(7-methoxyquinolin-5-yl)cyclopropyl)-2-methylbenzamide